C1(=CC=CC=C1)C=1C=CC=2N(C3=CC=CC=C3C2C1)C1=NC(=NC(=N1)C=1C=CC2=C(OC3=C2C=CC=C3)C1)C1=CC=CC=C1 2-(3-phenyl-9H-carbazol-9-yl)-4-(dibenzofuran-3-yl)-6-phenyl-1,3,5-Triazine